C1(=CC=CC=C1)C=1C=C(C[C@H](NC)C(=O)O)C=CC1 3-phenyl-N-methyl-L-phenylalanine